4-methylmorpholine hydrochloride hydrate O.Cl.CN1CCOCC1